2-ethynyl-3,5-difluoro-4-(2,3,5-trifluorophenyl)pyridine C(#C)C1=NC=C(C(=C1F)C1=C(C(=CC(=C1)F)F)F)F